C(C(C)C)(=O)OC1=CC2=CC=CC=C2C=C1 naphthalen-2-yl isobutyrate